tin bismuth cadmium [Cd].[Bi].[Sn]